NCC(C)(O)C1=NC(=CC(=C1)C1(CN(CC1)C(=O)OCC1=CC=CC=C1)C)C1=CC=C(C=C1)F benzyl 3-(2-(1-amino-2-hydroxypropan-2-yl)-6-(4-fluorophenyl)pyridin-4-yl)-3-methylpyrrolidine-1-carboxylate